C(C1=CC=CC=C1)OC1=CC=C(C=C1)N1C(=CC=C1)\C=C/1\C(NC(S1)=O)=O (Z)-5-((1-(4-(benzyloxy)phenyl)-1H-pyrrol-2-yl)methylene)thiazolidin-2,4-dione